NC1=CC=C(C=C1)C1=NN(C2=NC=NC(=C21)N)C2CCOCC2 3-(4-aminophenyl)-1-(tetrahydro-2H-pyran-4-yl)-1H-pyrazolo[3,4-d]Pyrimidine-4-amine